C1(=CC(=C(C=C1)C)C)CCC1=CC(=C(C=C1)C)C 1,2-bis(3,4-xylyl)ethane